3-Benzyl-6-((4-chloropyridin-2-yl)methyl)-2,3,4,6-tetrahydropyrido[3,4-c][1,8]naphthyridine C(C1=CC=CC=C1)N1CC2=CN(C=3N=CC=CC3C2=CC1)CC1=NC=CC(=C1)Cl